4-Oxo-4-[1-(4-pyridyl)-3,4-dihydro-1H-isoquinolin-2-yl]-N-[[3-(trifluoromethyl)phenyl]methyl]butyric acid amide O=C(CCC(=O)NCC1=CC(=CC=C1)C(F)(F)F)N1C(C2=CC=CC=C2CC1)C1=CC=NC=C1